7-[4-(dimethylamino)piperidin-1-yl]-2-(2-methyl-1,3-benzoxazol-6-yl)-4H-pyrido[1,2-a]pyrimidin-4-one CN(C1CCN(CC1)C=1C=CC=2N(C(C=C(N2)C2=CC3=C(N=C(O3)C)C=C2)=O)C1)C